5-(1-(piperidin-4-yl)-1H-pyrazol-4-yl)-3-(5-(pyridin-3-yl)-1,3,4-oxadiazol-2-yl)pyridin-2-amine N1CCC(CC1)N1N=CC(=C1)C=1C=C(C(=NC1)N)C=1OC(=NN1)C=1C=NC=CC1